O.O.[Cl-].[Mn+2].CN1CCN(CC1)C1=CC(=C(N)C=C1)N1CCC(CC1)C.[Cl-] 4-(4-Methylpiperazin-1-yl)-2-(4-methylpiperidin-1-yl)aniline Manganese(II) chloride dihydrate